Cl.Cl.CC(CCN1CCC2(CC1)CCNCC2)(C)C 3-(3,3-Dimethylbutyl)-3,9-diazaspiro[5.5]undecane dihydrochloride